C1CC(CCC1C[NH3+])C(=O)OC2=CC=C(C=C2)CCC(=O)OCC3=CC=CC=C3 The molecule is the conjugate acid of benzyl cetraxate; major species at pH 7.3. It is a conjugate acid of a benzyl cetraxate.